ClC=1C=C2C(=CC1)N(C(C21CCN(CC1)[C@@H](COC1=CC=C(C=C1)S(=O)(=O)C)C)=O)[C@@H]1C[C@@H](C1)O 5-chloro-1'-[(2R)-1-(4-methanesulfonylphenoxy)propan-2-yl]-1-[(cis)-3-hydroxycyclobutyl]-1,2-dihydrospiro[indole-3,4'-piperidin]-2-one